4-[5-(3,5-dichlorophenyl)-4,5-dihydro-5-(trifluoromethyl)-3-isoxazolyl]-2-methyl-N-(trans-1-oxo-3-thietanyl)-benzamide ClC=1C=C(C=C(C1)Cl)C1(CC(=NO1)C1=CC(=C(C(=O)NC2CS(C2)=O)C=C1)C)C(F)(F)F